5-chloro-1-ethyl-3-[2-(1-fluoro-1-methyl-ethyl)-6-methyl-pyrimidin-4-yl]pyrrolo[2,3-c]pyridine ClC=1C=C2C(=CN1)N(C=C2C2=NC(=NC(=C2)C)C(C)(C)F)CC